2-hexyldecyl 5-bromopentanoate BrCCCCC(=O)OCC(CCCCCCCC)CCCCCC